(8aS)-7-(3-([1,2,4]triazolo[1,5-a]pyridin-5-yl)propyl)-2-(5-chloropyridin-3-yl)hexahydropyrrolo[1,2-a]pyrazin-6(2H)-one N=1C=NN2C1C=CC=C2CCCC2C[C@@H]1N(CCN(C1)C=1C=NC=C(C1)Cl)C2=O